NC1=C(C(=NN1C1CC(C1)(C)O)C1=CC=C2C=CC(=NC2=C1)C1=CC(=CC=C1)F)C#N 5-amino-3-(2-(3-fluorophenyl)quinolin-7-yl)-1-((1s,3s)-3-hydroxy-3-methylcyclobutyl)-1H-pyrazole-4-carbonitrile